1,1-bis(2-hydroxyphenyl)pentadecane OC1=C(C=CC=C1)C(CCCCCCCCCCCCCC)C1=C(C=CC=C1)O